4-(benzyloxy)-1-fluoro-2-nitrobenzene C(C1=CC=CC=C1)OC1=CC(=C(C=C1)F)[N+](=O)[O-]